NC=1C(NC(N(N1)C1=CC(=C(C(=C1)Cl)OC1=NNC(C(=C1)C(=C)C)=O)Cl)=O)=O 6-amino-2-(3,5-dichloro-4-[[6-oxo-5-(prop-1-en-2-yl)-1H-pyridazin-3-yl]oxy]phenyl)-4H-1,2,4-triazine-3,5-dione